(S)-3-(5-(2-((S)-7-methyl-5,6,7,8-tetrahydro-1,8-naphthyridin-2-yl)ethoxy)-1H-indazol-1-yl)-3-(2-methylpyrimidin-5-yl)propionic acid C[C@H]1CCC=2C=CC(=NC2N1)CCOC=1C=C2C=NN(C2=CC1)[C@@H](CC(=O)O)C=1C=NC(=NC1)C